C1(=CC=CC=C1)[C@H]1CC[C@H](CC1)OC[C@@H]1N(CCC[C@@H]1C1=NNC=C1)C(=O)OCCF 2-fluoroethyl (CIS)-2-((((CIS)-4-phenylcyclohexyl)oxy)methyl)-3-(1H-pyrazol-3-yl)piperidine-1-carboxylate